CNC(=O)C1=CC(=NC=C1)C=1C(=C2C(=NC1)N(C=C2)S(=O)(=O)C2=CC=C(C)C=C2)NC2CC(C2)NC(OC(C)(C)C)=O tert-butyl ((1s,3s)-3-((5-(4-(methylcarbamoyl)pyridin-2-yl)-1-tosyl-1H-pyrrolo[2,3-b]pyridin-4-yl)amino)cyclobutyl)carbamate